5,6-dihydro-4H-pyrrolo[1,2-b]pyrazole N=1N2C(=CC1)CCC2